5-[3-(4-bromo-2-methyl-pyrazol-3-yl)oxypropoxy]-N-(2,2-dimethoxyethyl)-1H-pyrazole-3-carboxamide BrC1=C(N(N=C1)C)OCCCOC1=CC(=NN1)C(=O)NCC(OC)OC